2-(dec-1-en-4-yloxy)-1-ethoxy-4-methylbenzene C=CCC(CCCCCC)OC1=C(C=CC(=C1)C)OCC